tert-butyl 2-(5-((5-chloro-4-(4-chlorophenyl)pyrimidin-2-yl)amino)pyridin-3-yl)-1-oxo-2,8-diazaspiro[4.5]decane-8-carboxylate ClC=1C(=NC(=NC1)NC=1C=C(C=NC1)N1C(C2(CC1)CCN(CC2)C(=O)OC(C)(C)C)=O)C2=CC=C(C=C2)Cl